4-{2-[5-(1-amino-4-sulfonaphthalene-2-ylazo)pyridine-2-yl]phenoxy}butyric acid NC1=C(C=C(C2=CC=CC=C12)S(=O)(=O)O)N=NC=1C=CC(=NC1)C1=C(OCCCC(=O)O)C=CC=C1